COC=1C(=NC=C(C1)C(F)(F)F)N1CCNCC1 1-(3-Methoxy-5-(trifluoromethyl)pyridin-2-yl)piperazine